1-((4-bromonaphthalen-1-yl)methyl)-1H-pyrrole-2-carboxylic acid BrC1=CC=C(C2=CC=CC=C12)CN1C(=CC=C1)C(=O)O